COC1=CC=C(C=C1)CC1CO1 2-[(4-methoxyphenyl)methyl] ethylene oxide